BrCC(CCCC)CC 1-bromo-2-ethylhexane